C1(CCC1)CN[C@H]1CN(CCC1)C1=CC=C(N=N1)CN1N=NC(=C1)C=1N=C2N(C(C1)=O)C=CC=C2 2-(1-((6-((R)-3-((cyclobutylmethyl)amino)piperidin-1-yl)pyridazin-3-yl)methyl)-1H-1,2,3-triazol-4-yl)-4H-pyrido[1,2-a]pyrimidin-4-one